S1C(=NCCC1)NC1=CC=C(C=C1)C(C=CC1=CC=C(C(=O)O)C=C1)=O 4-[3-[4-(5,6-Dihydro-4H-1,3-thiazin-2-ylamino)phenyl]-3-oxoprop-1-enyl]benzoic acid